ClC1=CC(=C(C(=C1)F)[C@H]1[C@@H](N(CC=2C3=C(C=CC12)N(N=C3)C3OCCCC3)C)CC(C)C)F (6S,7S)-6-(4-chloro-2,6-difluorophenyl)-7-isobutyl-8-methyl-3-(tetrahydro-2H-pyran-2-yl)-6,7,8,9-tetrahydro-3H-pyrazolo[3,4-H]Isoquinoline